3,5-bis(trifluoromethyl)-1,2-phenylenediamine FC(C=1C(=C(C=C(C1)C(F)(F)F)N)N)(F)F